tert-Butyl N-[(1R)-1-[(5-chloro-6-methyl-2-pyridyl)carbamoyl]-3,3-dimethyl-butyl]carbamate ClC=1C=CC(=NC1C)NC(=O)[C@@H](CC(C)(C)C)NC(OC(C)(C)C)=O